CC1=CC=CC(=N1)C1=NC=CC(=N1)NC1=NC(=NC=C1)NC1=CC=C(C(=O)OC)C=C1 methyl 4-[[4-[[2-(6-methyl-2-pyridyl)pyrimidin-4-yl]amino]pyrimidin-2-yl]amino]benzoate